FC=1C=C(C(=O)O)C=CC1C=1C=NC=C(C1)O 3-Fluoro-4-(5-hydroxypyridin-3-yl)benzoic acid